ClCC(C)C 1-chloro-2-methylpropane